N-(2-aminospiro[3.3]hept-6-yl)carbamic acid tert-butyl ester CC(C)(C)OC(=O)NC1CC2(C1)CC(C2)N